(R)-3-amino-1-(4-bromophenyl)piperidin-2-one N[C@H]1C(N(CCC1)C1=CC=C(C=C1)Br)=O